OC=1C=CC2=C([Se]C(=C2SC2=CC=C(C=C2)/C=C/C(=O)O)C2=CC=C(C=C2)O)C1 (E)-3-(4-((6-Hydroxy-2-(4-hydroxyphenyl)-benzo[b]selenophen-3-yl)thio)phenyl)acrylic acid